COC1=CC=2C=3N(C(=NC2C=C1)N[C@H]1CNCCCC1)N=C(N3)C3=CC=C(C=C3)OC (3R)-3-{[9-methoxy-2-(4-methoxyphenyl)[1,2,4]triazolo[1,5-c]quinazolin-5-yl]amino}azepan